FC1=C(C=CC(=C1)C1=NN(C=N1)C1=CC=C(C=C1)F)NC(=O)\N=C\1/SCC(N1C1=C(C=CC(=C1)C)COCC(F)(F)F)=O (Z)-1-(2-fluoro-4-(1-(4-fluorophenyl)-1H-1,2,4-triazol-3-yl)phenyl)-3-(3-(5-methyl-2-((2,2,2-trifluoroethoxy)methyl)phenyl)-4-oxothiazolidin-2-ylidene)urea